1-(7-tert-Butoxycarbonyl-7-azaspiro[3.5]non-2-yl)pyrazole-4-carboxylic acid C(C)(C)(C)OC(=O)N1CCC2(CC(C2)N2N=CC(=C2)C(=O)O)CC1